O(S(=O)(=O)C(F)(F)F)C1=C(C=C2C(=CC(OC2=C1)=O)C)C 4,6-dimethyl-2-oxo-2H-chromen-7-yl triflate